ClC1=C(C(=C(C(=O)OC(C2=C(C(=C(C=C2)Cl)Cl)S(=O)(=O)O)=O)C=C1)S(=O)(=O)O)Cl dichlorosulfobenzoic anhydride